7-METHOXYBENZOTHIAZOLE-2-BORONIC ACID COC1=CC=CC=2N=C(SC21)B(O)O